3-hydroxy-acrylic acid OC=CC(=O)O